3-hydroxy-N,N-dimethyl-4-((2-(((1R)-(1-methylcyclopentyl)(tetrahydrofuran-2-yl)methyl)amino)-3,4-dioxocyclobut-1-en-1-yl)amino)picolinamide OC=1C(=NC=CC1NC1=C(C(C1=O)=O)N[C@@H](C1OCCC1)C1(CCCC1)C)C(=O)N(C)C